Isobutyl 5-(3-(4-carbamoylphenyl)-N-methylpyrazolo[1,5-a]pyridine-5-carboxamido)-2-chlorobenzoate C(N)(=O)C1=CC=C(C=C1)C=1C=NN2C1C=C(C=C2)C(=O)N(C)C=2C=CC(=C(C(=O)OCC(C)C)C2)Cl